(2-(4-(4-methoxystyryl)thiophen-3-yl)phenyl)diphenylphosphine COC1=CC=C(C=CC=2C(=CSC2)C2=C(C=CC=C2)P(C2=CC=CC=C2)C2=CC=CC=C2)C=C1